C(C)OC(=O)C=1C(=NC(=C(C1O)C#N)CC(C)C)CCC1=CC=C(C=C1)F.NC1=CC=C(OCC(=O)C2=CC=C(C=C2)OC)C=C1 2-(4-aminophenoxy)-1-(4-methoxyphenyl)ethan-1-one ethyl-5-cyano-2-[2-(4-fluorophenyl)ethyl]-4-hydroxy-6-isobutyl-pyridine-3-carboxylate